CC1=C(C=CC(=C1)N)C1=CC=C(C=C1)C1CCC(CC1)CCCCC 2-methyl-4'-(4-pentylcyclohexyl)-[1,1'-biphenyl]-4-amine